BrC1=C(C(=C(NC([C@@H](C)NC(OC(C)(C)C)=O)=O)C=C1)C(C1=C(C=CC=C1)F)=O)Cl |r| (rac)-tert-butyl N-[2-[4-bromo-3-chloro-2-(2-fluorobenzoyl)anilino]-1-methyl-2-oxo-ethyl]carbamate